1-(3-chloro-5'-fluoro-2'-hydroxy-3'-(5-(8-methyl-3,8-diazabicyclo[3.2.1]octan-3-yl)pyridin-3-yl)-[1,1'-biphenyl]-4-yl)-3-methyl-1H-imidazol-2(3H)-one ClC=1C=C(C=CC1N1C(N(C=C1)C)=O)C1=C(C(=CC(=C1)F)C=1C=NC=C(C1)N1CC2CCC(C1)N2C)O